(4-(1-methyl-ethyl)phenyl)-(4-methylphenyl)Iodonium tetrakis(pentafluorophenyl)borate FC1=C(C(=C(C(=C1[B-](C1=C(C(=C(C(=C1F)F)F)F)F)(C1=C(C(=C(C(=C1F)F)F)F)F)C1=C(C(=C(C(=C1F)F)F)F)F)F)F)F)F.CC(C)C1=CC=C(C=C1)[I+]C1=CC=C(C=C1)C